C(CC)C1=C(C=NC2=CC=CN=C12)NC(OC(C)(C)C)=O tert-butyl (4-propyl-1,5-naphthyridin-3-yl)carbamate